N-[2,5-difluoro-4-(trifluoromethyl)phenyl]-5-(4-methoxythiophen-3-yl)-1H-pyrrole-3-sulfonamide FC1=C(C=C(C(=C1)C(F)(F)F)F)NS(=O)(=O)C1=CNC(=C1)C1=CSC=C1OC